FC=1C=C(C=CC1)N1N=C(C=C(C1=O)C(=O)N[C@H]1COC[C@H]1O)C1=CC=C(C=C1)C(F)(F)F 2-(3-fluorophenyl)-N-[(3s,4s)-4-hydroxytetrahydrofuran-3-yl]-3-oxo-6-[4-(trifluoromethyl)phenyl]-2,3-dihydropyridazine-4-carboxamide